Cl.C(=O)(OCC1C2=CC=CC=C2C2=CC=CC=C12)N[C@@H](CCCN)C(=O)O Fmoc-L-ornithine hydrochloride